FC1=C(C=CC(=C1)F)N1N=C(C(C1(C(=O)NCC(=O)NCC(C)(C)O)C)C=1SC=CC1)C1=CC=C(C=C1)F 1-(2,4-difluorophenyl)-3-(4-fluorophenyl)-N-(2-(2-hydroxy-2-methylpropylamino)-2-oxoethyl)-5-methyl-4-(thiophen-2-yl)-4,5-dihydro-1H-pyrazole-5-carboxamide